ethyl 4-ethynylnicotinate C(#C)C1=CC=NC=C1C(=O)OCC